C(=C)C=1C=C(CN(C)C)C=CC1 3-Ethenyl-N,N-dimethylbenzylamine